(1R,3r,5S)-3-(4-nitro-1H-pyrazol-1-yl)-8-azabicyclo[3.2.1]octane hydrochloride Cl.[N+](=O)([O-])C=1C=NN(C1)C1C[C@H]2CC[C@@H](C1)N2